S1C(=CC=2C=NC=CC21)B(O)O thieno[3,2-c]Pyridin-2-ylboronic acid